(1-(5-iodopyridin-2-yl)azetidin-3-yl)methanol IC=1C=CC(=NC1)N1CC(C1)CO